5-(2-Methoxyethoxy)-1H-pyrazol-3-amine COCCOC1=CC(=NN1)N